(3-Fluoro-5-(1-(trifluoromethyl)-1H-pyrazol-4-yl)phenyl)methylamine FC=1C=C(C=C(C1)C=1C=NN(C1)C(F)(F)F)CN